ClC1=NC(=C2N=CN(C2=N1)[C@H]1[C@@H]([C@@H]([C@H](O1)CN(C(=O)CP(=O)(OC1=CC=CC=C1)N[C@H](C(=O)OC(C)C)C)C)O)O)NC1CCCC1 propan-2-yl (2S)-2-({[({[(2R,3S,4R,5R)-5-[2-chloro-6-(cyclopentylamino)-9H-purin-9-yl]-3,4-dihydroxyoxolan-2-yl]methyl}(methyl)carbamoyl)methyl](phenoxy)-phosphoryl}amino)propanoate